BrC=1C(=C(OC2CCC(CC2)C[C@@H](CCO)C)C=CC1)C (S)-4-((1r,4s)-4-(3-bromo-2-methylphenoxy)cyclohexyl)-3-methylbutan-1-ol